4-(2,2-dimethyl-1,3-dioxolan-4-yl)-1-(3-(trifluoromethoxy)phenyl)-1H-pyrazolo[3,4-b]pyridine-3-carbonitrile CC1(OCC(O1)C1=C2C(=NC=C1)N(N=C2C#N)C2=CC(=CC=C2)OC(F)(F)F)C